C(C)(C)(C)OC(=O)N1CCN(CC1)CC(=O)NC=1N=C(SC1)C1=CC(=C(C=C1)Cl)Cl.C1(CC1)=CC1=C(C=CC=C1)C(F)(F)F 1-(cyclopropylidenemethyl)-2-(trifluoromethyl)benzene tert-butyl-4-(2-((2-(3,4-dichlorophenyl)thiazol-4-yl)amino)-2-oxoethyl)piperazine-1-carboxylate